C(C)(=O)NC1=CC=C(C=C1)C=1C=NN2C1C=C(C=C2)C(=O)N(C)C2=CC=C(C=C2)Cl 3-(4-acetamidophenyl)-N-(4-chlorophenyl)-N-methyl-pyrazolo[1,5-a]pyridine-5-carboxamide